C(#N)C=1C(=NN2C1CN(CCC2)S(=O)(=O)C2=C(C=CC=C2)[N+](=O)[O-])C(=O)N(C)C 3-cyano-N,N-dimethyl-5-(2-nitrophenyl)sulfonyl-4,6,7,8-tetrahydropyrazolo[1,5-a][1,4]diazepine-2-carboxamide